tert-butyl (1s,3s)-3-(6-chloro-9H-purin-9-yl)cyclobutylcarbamate ClC1=C2N=CN(C2=NC=N1)C1CC(C1)NC(OC(C)(C)C)=O